2-(4-bromophenyl)-2-(4,4-bis(4-methoxyphenyl)-1,3-butadienyl)-1,3-dithiane BrC1=CC=C(C=C1)C1(SCCCS1)C=CC=C(C1=CC=C(C=C1)OC)C1=CC=C(C=C1)OC